CC1=C(C(=CC(=C1)C)C)S(=O)(=O)[O-].N[N+]1=C(C=NC(=C1)Cl)C#CC 1-amino-5-chloro-2-(prop-1-yn-1-yl)pyrazin-1-ium 2,4,6-trimethylbenzenesulfonate